N-(4-(4-methoxy-3-((4-pentylphenyl)sulfonamido)phenyl)thiazol-2-yl)-2-(4-methylpiperazin-1-yl)acetamide COC1=C(C=C(C=C1)C=1N=C(SC1)NC(CN1CCN(CC1)C)=O)NS(=O)(=O)C1=CC=C(C=C1)CCCCC